3-(5-(3-aminophenyl)-1H-imidazol-2-yl)-N-(3-aminopropyl)-1H-indazole-5-carboxamide NC=1C=C(C=CC1)C1=CN=C(N1)C1=NNC2=CC=C(C=C12)C(=O)NCCCN